2-(2-((3R,4R)-3-Amino-4-fluoropiperidin-1-yl)-5,6-difluoro-1H-benzo[d]imidazol-1-yl)-N-cyclopropyl-N-methylacetamid N[C@@H]1CN(CC[C@H]1F)C1=NC2=C(N1CC(=O)N(C)C1CC1)C=C(C(=C2)F)F